2-{[1-(piperidin-4-yl)piperidin-4-yl]methyl}-3H-quinazolin-4-one N1CCC(CC1)N1CCC(CC1)CC1=NC2=CC=CC=C2C(N1)=O